CN1CCN(CC1)C1=CC=C(OC2=NC=3C=4C(CCC3C=N2)=C(ON4)C(=O)N)C=C1 8-[4-(4-Methylpiperazin-1-yl)phenoxy]-4,5-dihydro-[1,2]oxazolo[4,3-h]quinazoline-3-carboxamide